C(=O)O.N1=CC=C(C=C1)OC1CCC(CC1)C(=O)OC methyl 4-(4-pyridyloxy)cyclohexanecarboxylate formate